COC1=C(C=CC=C1)C1(CCC1)CC(=O)O 2-(1-(2-methoxyphenyl)cyclobutyl)acetic acid